(Z)-4-(3-(3-chloro-4-(trifluoromethyl)phenyl)-1,4,4,4-tetrafluorobut-1-en-1-yl)-N'-(pyrimidin-2-yl)-2-(trifluoromethyl)benzoyl-hydrazine ClC=1C=C(C=CC1C(F)(F)F)C(\C=C(/F)\C1=CC(=C(C(=O)NNC2=NC=CC=N2)C=C1)C(F)(F)F)C(F)(F)F